C(OCC)(OC(C)CC(C)N(C(C1=CC=CC=C1)=O)C)=O ethyl (4-(N-methylbenzamido)pentan-2-yl) carbonate